7-aminobenzo[d][1,3]dioxolane NC1=CC=CC2=C1OCO2